C1(CC1)CN1C(=C(C2=CC(=CC(=C12)C1=C(C=NC=C1)CC)C(=O)N1CC=2N(N=CC2C1)C)F)[C@H]1CNCCC1 (R)-(1-(cyclopropylmethyl)-7-(3-ethylpyridin-4-yl)-3-fluoro-2-(piperidin-3-yl)-1H-indol-5-yl)(1-methylpyrrolo[3,4-c]pyrazol-5(1H,4H,6H)-yl)methanone